C(C)OC(COCC1CCN(CC1)C(=O)OCC1=CC=CC=C1)=O 1-Benzyl 4-[(2-ethoxy-2-oxo-ethoxy)methyl]piperidine-1-carboxylate